S(SC1=CC=C(C(=O)O)C=C1)C1=CC=C(C(=O)O)C=C1 4,4'-Disulfanediyl-dibenzoic acid